sodium 2,2'-methylenebis(4,6-diisopropylphenyl) phosphate P1(=O)(OC2=C(C=C(C=C2C(C)C)C(C)C)CC2=C(C(=CC(=C2)C(C)C)C(C)C)O1)[O-].[Na+]